C(\C=C/C(=O)[O-])(=O)[O-].C(\C=C/C(=O)[O-])(=O)[O-].C(CCC)[Sn+4]CCCC dibutyltin bis(maleate)